2-Carboxy-5-chlorophenyl 3-deoxy-3-[4-(3,4,5-trifluorophenyl)-1H-1,2,3-triazol-1-yl]-1-thio-α-D-galactopyranoside FC=1C=C(C=C(C1F)F)C=1N=NN(C1)[C@@H]1[C@H]([C@@H](SC2=C(C=CC(=C2)Cl)C(=O)O)O[C@@H]([C@@H]1O)CO)O